[[(1S,4Z)-cyclooct-4-en-1-yl]-methyl-amino]-1-[4-(5-fluoro-2-pyridyl)piperazin-1-yl]ethanone [C@H]1(CC\C=C/CCC1)N(C)CC(=O)N1CCN(CC1)C1=NC=C(C=C1)F